(R)-N-(4-(7-(((1r,4r)-4-(dimethylamino)cyclohexyl)amino)-1-isopropyl-2-oxo-1,4-dihydropyrimido[4,5-d]pyrimidin-3(2H)-yl)-2-fluorophenyl)-1-(4-fluorophenyl)ethane-1-sulfonamide CN(C1CCC(CC1)NC1=NC=C2C(=N1)N(C(N(C2)C2=CC(=C(C=C2)NS(=O)(=O)[C@H](C)C2=CC=C(C=C2)F)F)=O)C(C)C)C